ClC=1C=C(C=CC1B1OC(C(O1)(C)C)(C)C)N1C(N(CC1)C)=O 1-(3-chloro-4-(4,4,5,5-tetramethyl-1,3,2-dioxaborolan-2-yl)phenyl)-3-methylimidazolidin-2-one